selenanthrone C1=CC=CC=2[Se](C3=CC=CC=C3[Se]C12)=O